C1(CC1)C1=C(C(=CC(=C1)[Si](C)(C)C)C1CC1)C=1C2=CC=C(N2)C(=C2C=CC(C(=C3C=CC(=C(C=4C=CC1N4)C4=C(C=C(C=C4C4CC4)[Si](C)(C)C)C4CC4)N3)C3=C(C=C(C=C3C3CC3)[Si](C)(C)C)C3CC3)=N2)C2=C(C=C(C=C2C2CC2)[Si](C)(C)C)C2CC2 5,10,15,20-tetrakis(2,6-dicyclopropyl-4-(trimethylsilyl)phenyl)porphyrin